1-(tert-butyl) 2-methyl (2S,3R,4R)-4-(dimethylamino)-3-(3-(4,4,5,5-tetramethyl-1,3,2-dioxaborolan-2-yl)propyl)pyrrolidine-1,2-dicarboxylate CN([C@@H]1[C@H]([C@H](N(C1)C(=O)OC(C)(C)C)C(=O)OC)CCCB1OC(C(O1)(C)C)(C)C)C